CO[Si](CCCNC1=CC=CC=C1)(OC)OC N-[3-(Trimethoxysilyl)propyl]aniline